CN(C1(CN(C1)C=1OC2=C(N1)C=C(C=C2)NC(=O)C=2C=CC1=C(CCO1)C2)C)C 2,3-dihydro-benzofuran-5-carboxylic acid [2-(3-dimethylamino-3-methyl-azetidin-1-yl)-benzooxazol-5-yl]-amide